1,4-dihydropyridazine N1N=CCC=C1